O1C2=C(NC(C1)C(=O)OCC)C=CC=C2 ethyl 3,4-dihydro-2H-benzo[b][1,4]oxazine-3-carboxylate